4-(hydroxymethyl)tetrahydro-2H-pyran OCC1CCOCC1